COC(C1=C(C=CC(=C1)S(=O)(=O)N1C(CCC2=CC(=CC=C12)C1COC1)C1CC1)O)=O 5-((2-cyclopropyl-6-(oxetan-3-yl)-3,4-dihydroquinolin-1(2H)-yl)sulfonyl)-2-hydroxybenzoic acid methyl ester